CCCCCCCCCCCCCCCCCC(=O)OC[C@H](COP(=O)(O)OC[C@@H](C(=O)O)NC(=O)CCCCCCCCCCCCCCC)OC(=O)CCCCCCC/C=C\\CCCCCCCC The molecule is an N-acyl-O-(3-sn-phosphatidyl)-L-serine obtained by formal condensation of the carboxy group of hexadecanoic acid with the amino group of 1-octadecanoyl-2-oleoyl-sn-glycero-3-phospho-L-serine. It has a role as a mouse metabolite. It derives from a 1-stearoyl-2-oleoyl-sn-glycero-3-phosphoserine. It is a conjugate acid of a N-hexadecanoyl-O-(1-octadecanoyl-2-oleoyl-sn-glycero-3-phospho)-L-serine(2-).